N-hexadecyl-2-methyl-3,6-dihydroxypyridin-4-one C(CCCCCCCCCCCCCCC)N1C(=C(C(C=C1O)=O)O)C